[4-(6-Amino-pyridazin-3-yl)-piperidin-1-yl]-[4-methoxy-5-(4-methoxy-phenoxy)-pyridin-2-yl]-methanone NC1=CC=C(N=N1)C1CCN(CC1)C(=O)C1=NC=C(C(=C1)OC)OC1=CC=C(C=C1)OC